COC1=C(CN2[C@@H](CCCC2)C(=O)O)C=C(C(=C1)\C(=C(/[2H])\C=1C(=C(C=CC1)C1=CC=CC=C1)C)\[2H])C(F)(F)F (S,E)-1-(2-Methoxy-4-(2-(2-methyl-[1,1'-biphenyl]-3-yl)vinyl-1,2-d2)-5-trifluoromethylbenzyl)piperidine-2-carboxylic acid